ethyl 3-(1-(adamantan-1-ylmethyl)-1H-pyrazol-4-yl)-7-(5-fluoro-6-(pyridin-2-ylamino) pyridin-3-yl)-7H-pyrrolo[2,3-c]pyridazine-4-carboxylate C12(CC3CC(CC(C1)C3)C2)CN2N=CC(=C2)C2=C(C3=C(N=N2)N(C=C3)C=3C=NC(=C(C3)F)NC3=NC=CC=C3)C(=O)OCC